FC1(CC(C1)N(CCCC(=O)O)CCCCC1=NC=2NCCCC2C=C1)F 4-((3,3-difluorocyclobutyl)(4-(5,6,7,8-tetrahydro-1,8-naphthyridin-2-yl)butyl)amino)butanoic acid